4-Benzyloxy-2-methylsulfonyl-5,6,7,8-tetrahydroquinazoline C(C1=CC=CC=C1)OC1=NC(=NC=2CCCCC12)S(=O)(=O)C